NC=1C2=C(N=C(N1)C)N(C=C2C2=C(C=C(C=C2)NC(C(C2=C(C=CC=C2)C)O)=O)F)C N-(4-(4-amino-2,7-dimethyl-7H-pyrrolo[2,3-d]pyrimidin-5-yl)-3-fluorophenyl)-2-hydroxy-2-(o-tolyl)acetamide